6-bromo-N-isopropyl-2-phenyl-7H-pyrrolo[2,3-d]pyrimidin-4-amine BrC1=CC2=C(N=C(N=C2NC(C)C)C2=CC=CC=C2)N1